(4-{[(1S,4S,5R,8S,9R,12R,13R)-1,5,9-trimethyl-11,14,15,16-tetraoxatetracyclo[10.3.1.04,13.08,13]hexadecan-10-yl]amino}butyl)trimethylammonium fumarate C(\C=C\C(=O)[O-])(=O)[O-].C[C@@]12CC[C@H]3[C@@H](CC[C@H]4[C@H](C(O[C@@H]([C@@]34OO1)O2)NCCCC[N+](C)(C)C)C)C.C[C@@]21CC[C@H]3[C@@H](CC[C@H]4[C@H](C(O[C@@H]([C@@]34OO2)O1)NCCCC[N+](C)(C)C)C)C